2-(4-bromo-3,5-difluorophenyl)acetaldehyde BrC1=C(C=C(C=C1F)CC=O)F